C1(CC1)S(=O)(=O)C=1C=C(OC[C@H](CN[C@H]2COC3(C2)CCN(CC3)S(=O)(=O)C3=CNC2=CC=CC=C2C3=O)O)C=CC1 3-((R)-3-((S)-3-(3-(cyclopropylsulfonyl)phenoxy)-2-hydroxypropyl-amino)-1-oxa-8-azaspiro[4.5]decan-8-ylsulfonyl)quinolin-4(1H)-one